6-fluoro-8-(5-(((5-fluoro-2,3-dihydrobenzofuran-4-yl)methyl)amino)-[1,2,4]triazolo[4,3-c]pyrimidin-8-yl)imidazo[1,2-a]pyridine-3-carboxamide FC=1C=C(C=2N(C1)C(=CN2)C(=O)N)C=2C=1N(C(=NC2)NCC2=C(C=CC3=C2CCO3)F)C=NN1